1-t-butyl-1,2,3-triazole C(C)(C)(C)N1N=NC=C1